ClC=1C=NC(=NC1)N1CCC(CC1)CCCOC1=CC(=C(C=C1)CC(=O)N1CC2N(C(C1)C2)C[C@@H]([C@@H]([C@@H](CO)O)O)O)F 2-(4-(3-(1-(5-chloropyrimidin-2-yl)piperidin-4-yl)propoxy)-2-fluorophenyl)-1-(6-((2S,3S,4R)-2,3,4,5-tetrahydroxypentyl)-3,6-diazabicyclo[3.1.1]heptan-3-yl)ethan-1-one